1-[(1R)-1-cyclopentylethyl]-1H-imidazole-4-carboxylic acid C1(CCCC1)[C@@H](C)N1C=NC(=C1)C(=O)O